N-fluoro-N-(benzenesulfonyl)-4-(trifluoromethyl)benzenesulfonamide FN(S(=O)(=O)C1=CC=C(C=C1)C(F)(F)F)S(=O)(=O)C1=CC=CC=C1